2-(((benzyloxy)carbonyl)amino)-3-(6-fluoro-7-methylthieno[3,2-b]pyridine-2-carboxamido)propanoate C(C1=CC=CC=C1)OC(=O)NC(C(=O)[O-])CNC(=O)C1=CC2=NC=C(C(=C2S1)C)F